(S)-tert-butyl 3-acetamido-4-(((S)-1-((5-(3-((tert-butoxycarbonyl)amino)propoxy)-2-methylbenzyl)amino)-1-oxo-4-phenylbutan-2-yl)amino)-4-oxobutanoate C(C)(=O)N[C@@H](CC(=O)OC(C)(C)C)C(=O)N[C@H](C(=O)NCC1=C(C=CC(=C1)OCCCNC(=O)OC(C)(C)C)C)CCC1=CC=CC=C1